2,5-bis(thiophen-2-yl)selenophene S1C(=CC=C1)C=1[Se]C(=CC1)C=1SC=CC1